N-[4-[[4-[1-[3-chloro-5-cyano-4-[2-(2-oxoethoxy)ethoxy]phenyl]-1-methyl-ethyl]phenoxy]methyl]pyrimidin-2-yl]methanesulfonamide ClC=1C=C(C=C(C1OCCOCC=O)C#N)C(C)(C)C1=CC=C(OCC2=NC(=NC=C2)NS(=O)(=O)C)C=C1